2H-phenanthro[1,2-c]pyran-7-carboxylic acid C1=C2C(=COC1)C=1C=CC3=C(C=CC=C3C1C=C2)C(=O)O